(5-(1-methyl-4-(piperidin-1-ylmethyl)-1H-pyrrolo[2,3-b]pyridin-6-yl)-1-oxoisoindolin-2-yl)piperidine-2,6-dione CN1C=CC=2C1=NC(=CC2CN2CCCCC2)C=2C=C1CN(C(C1=CC2)=O)N2C(CCCC2=O)=O